N'-[(1s,3s)-3-hydroxycyclobutyl]urea OC1CC(C1)NC(N)=O